CC1(OB(OC1(C)C)C1=CC2=C(C=C1)C1=CC=CC=C1C21C2=CC=CC=C2OC=2C=CC=CC12)C 4,4,5,5-tetramethyl-2-(spiro[fluorene-9,9'-xanthen]-2-yl)-1,3,2-dioxaborolane